Methyl-(S)-(1-(4-fluoro-3-(trifluoromethyl)phenyl)cyclopropyl) (pyrrolidin-2-ylmethyl)-Carbamat N1C(CCC1)CNC(O[C@@]1(C(C1)C)C1=CC(=C(C=C1)F)C(F)(F)F)=O